4-Isopropoxy-pyridazine C(C)(C)OC1=CN=NC=C1